C(COCCOCCOCCOCC#C)(=O)OC(C)(C)C tert-butyl 3,6,9,12-tetraoxa-pentadec-14-yn-1-oate